5-(1-propenyl)-1,3-benzodioxole C(=CC)C1=CC2=C(OCO2)C=C1